6-[(6-chloro-5-nitropyrimidin-4-yl)amino]-1-oxo-isoindole-2-carboxylic acid tert-butyl ester C(C)(C)(C)OC(=O)N1C(C2=CC(=CC=C2C1)NC1=NC=NC(=C1[N+](=O)[O-])Cl)=O